(3R)-1-(2-(2,2'-dichloro-3'-(6-methoxy-5-(((((S)-5-oxopyrrolidin-2-yl)methyl)amino)methyl)pyrazin-2-yl)-[1,1'-biphenyl]-3-yl)-4,5,6,7-tetrahydropyrazolo[1,5-a]pyridin-4-yl)pyrrolidine ClC1=C(C=CC=C1C1=NN2C(C(CCC2)N2CCCC2)=C1)C1=C(C(=CC=C1)C1=NC(=C(N=C1)CNC[C@H]1NC(CC1)=O)OC)Cl